C(C)(C)C([C@H](CC1=CC=CC=C1)NP([O-])([O-])=O)C(C)C (S)-diisopropyl(1-phenylpropan-2-yl)phosphoramidate